C(C)(C)(C)OC(=O)N[C@H]1CCC[C@@H]2N(C1=O)[C@@H](CC2)C(=O)O (3S,6S,9aS)-6-{[(tert-butoxy)carbonyl]amino}-5-oxo-octahydro-1H-pyrrolo[1,2-a]azepine-3-carboxylic acid